3-(3-tetrahydropyran-4-ylphenyl)propanoic acid O1CCC(CC1)C=1C=C(C=CC1)CCC(=O)O